[5-[4-[(1,3-dioxoisoindolin-2-yl)methyl]-1-oxo-2H-phthalazin-6-yl]-3-pyridyl]boronic acid O=C1N(C(C2=CC=CC=C12)=O)CC1=NNC(C2=CC=C(C=C12)C=1C=C(C=NC1)B(O)O)=O